6-Chloro-N-(pyridin-3-ylmethyl)pyridine-2-carboxamide ClC1=CC=CC(=N1)C(=O)NCC=1C=NC=CC1